FC1=CC(=C(C=C1)NC=1C2=C(N=CN1)C=CC(=N2)N2CCN(CC2)S(=O)(=O)N)OC(C)C 4-(4-((4-fluoro-2-isopropoxyphenyl)amino)pyrido[3,2-d]pyrimidin-6-yl)piperazine-1-sulfonamide